3-((5-((3S,4S)-4-amino-3-methyl-2-oxa-8-azaspiro[4.5]decan-8-yl)pyrazin-2-yl)thio)-2-Chlorobenzenesulfonamide N[C@@H]1[C@@H](OCC12CCN(CC2)C=2N=CC(=NC2)SC=2C(=C(C=CC2)S(=O)(=O)N)Cl)C